OC1=CC=C(C=C1)C1OC2=C(C=C1)C=CC(=C2)O (4-hydroxyphenyl)-2H-benzopyran-7-ol